BrC1=NN(C2=NC=NC(=C21)N)C(C)(C)C 3-bromo-1-tert-butylpyrazolo[3,4-d]pyrimidin-4-amine